N1=CC(=CC=C1)C1(CCCCCC1)CN (1-(pyridin-3-yl)cycloheptyl)methanamine